NC(C(=O)N)=CC1=CC=C(C=C1)OC 2-amino-3-(4-methoxyphenyl)propenamide